Phosphanol PO